5-(5-(4-(trifluoromethyl)phenyl)oxazol-2-yl)pyridine-2,5-diamine FC(C1=CC=C(C=C1)C1=CN=C(O1)C1(CC=C(N=C1)N)N)(F)F